C1(CCCCC1)N1C=NC(=C1N1C=CC=2C1=NC=CC2)C2=C(C=C(C=C2)Cl)Cl 1-cyclohexyl-4-(2,4-dichlorophenyl)-1H-imidazol-5-yl-1H-pyrrolo[2,3-b]pyridine